dimethyl(4-ferrocenyl-2-methylindenyl)(2,3,4,5-tetramethylcyclopentadienyl)silane C[Si](C1C(=C(C(=C1C)C)C)C)(C1C(=CC2=C(C=CC=C12)[C-]1C=CC=C1)C)C.[CH-]1C=CC=C1.[Fe+2]